NC1=NC=CC=C1C1=NC=2C(=NC(=CC2)C2=CC=CC=C2)N1C1=CC=C(C=C1)CNC(C1=CC(=C(C(=C1)C=O)O)F)=O N-({4-[2-(2-aminopyridin-3-yl)-5-phenylimidazo[4,5-b]pyridin-3-yl]phenyl}methyl)-3-fluoro-5-formyl-4-hydroxybenzamide